3-(2-(2-amino-5-fluorophenyl)acetamido)-N-(4-(N-phenylsulfamoyl)phenyl)benzamide NC1=C(C=C(C=C1)F)CC(=O)NC=1C=C(C(=O)NC2=CC=C(C=C2)S(NC2=CC=CC=C2)(=O)=O)C=CC1